3-(7-((7-((adamantan-1-yl)(methyl)amino)heptyl)amino)-1-methyl-1H-indazol-3-yl)piperidine-2,6-dione C12(CC3CC(CC(C1)C3)C2)N(CCCCCCCNC=2C=CC=C3C(=NN(C23)C)C2C(NC(CC2)=O)=O)C